2-methoxy-N-(4-methoxy-6-(thiazol-2-yloxy)benzo[d]isoxazol-3-yl)benzenesulfonamide COC1=C(C=CC=C1)S(=O)(=O)NC1=NOC2=C1C(=CC(=C2)OC=2SC=CN2)OC